(R)-2-(6-(3-fluoropyrrolidin-1-yl)pyridin-3-yl)-6-(piperazin-1-yl)thiazolo[4,5-c]pyridine F[C@H]1CN(CC1)C1=CC=C(C=N1)C=1SC2=C(C=NC(=C2)N2CCNCC2)N1